C(C1=CC=CC=C1)(=O)OC(CC)C(C(CC)OC(C1=CC=CC=C1)=O)Cl 4-chloro-3,5-heptanediol dibenzoate